C(C)(C)C1=NC(=C2C(=N1)N(N=C2)CCCCC)NC=2N=CN(C2)C2=CC(=C(C(=C2)OC)OC)OC 6-isopropyl-1-pentyl-N-(1-(3,4,5-trimethoxyphenyl)-1H-imidazol-4-yl)-1H-pyrazolo[3,4-d]pyrimidin-4-amine